bis(2,5-dioxopyrrolidin-1-yl) 5-(trimethylstannyl)isophthalate C[Sn](C=1C=C(C=C(C(=O)ON2C(CCC2=O)=O)C1)C(=O)ON1C(CCC1=O)=O)(C)C